BrC1=C2C=C(N(C2=CC=C1)CC(F)(F)F)C1=CC=C(C=N1)C(=O)N 6-[4-bromo-1-(2,2,2-trifluoroethyl)indol-2-yl]pyridine-3-carboxamide